(1r,3r)-3-((5-(imidazo[1,2-a]pyrimidin-6-yl)-4-methoxy-7H-pyrrolo[2,3-d]pyrimidin-2-yl)amino)-N,N,1-trimethylcyclobutane-1-carboxamide N=1C=CN2C1N=CC(=C2)C2=CNC=1N=C(N=C(C12)OC)NC1CC(C1)(C(=O)N(C)C)C